FC1=C(C(=NC=C1)C)N1CCC(CC1)N1C(N(C=2C(C1)=CN(N2)C)CC2=C(C=CC=C2)C(F)(F)F)=O 5-(4'-fluoro-2'-methyl-3,4,5,6-tetrahydro-2H-[1,3']bipyridinyl-4-yl)-2-methyl-7-(2-trifluoromethyl-benzyl)-2,4,5,7-tetrahydro-pyrazolo[3,4-d]pyrimidin-6-one